C(C)(C)(C)OC(=O)N1C[C@H]([C@@H](C1)C)C(CBr)=O |r| racemic-trans-3-(2-bromo-acetyl)-4-methyl-pyrrolidine-1-carboxylic acid tert-butyl ester